2,6-dibromo-4-dodecyl-Bromine BrC(C)CC(CC(CCCCCC)Br)Br